OC1(CC(C1)NC=1C2=C(C(=NN1)C1=NC=C(C=C1O)C(F)(F)F)CCC2)C 2-(4-(((cis)-3-hydroxy-3-methylcyclobutyl)amino)-6,7-dihydro-5H-cyclopenta[d]pyridazin-1-yl)-5-(trifluoromethyl)pyridin-3-ol